2-(2-aminophenyl)-4-(isopropyl)-4,5-dihydrooxazole NC1=C(C=CC=C1)C=1OCC(N1)C(C)C